1-Ethyl-5-[2-fluoro-6-(propan-2-ylamino)pyridin-3-yl]-N-[(3S)-2-oxo-5-phenyl-1,3-dihydro-1,4-benzodiazepin-3-yl]pyrazole-4-carboxamide C(C)N1N=CC(=C1C=1C(=NC(=CC1)NC(C)C)F)C(=O)N[C@@H]1C(NC2=C(C(=N1)C1=CC=CC=C1)C=CC=C2)=O